cumyl peroxide C(C)(C)(C1=CC=CC=C1)OOC(C)(C)C1=CC=CC=C1